4-[2-(Ethylamino)-6-[1-oxo-6-(pyrrolidin-1-yl)-4-(trifluoromethyl)-3H-isoindol-2-yl]pyridin-4-yl]-3-(4-methyl-1,2,4-triazol-3-yl)benzonitrile C(C)NC1=NC(=CC(=C1)C1=C(C=C(C#N)C=C1)C1=NN=CN1C)N1C(C2=CC(=CC(=C2C1)C(F)(F)F)N1CCCC1)=O